diethyl [3-(2-fluoro-4-methyl-phenyl)-4-[4-[(3S)-1-(3-fluoropropyl)pyrrolidin-3-yl]oxyphenyl]-2H-thiochromen-7-yl] phosphate P(=O)(OCC)(OCC)OC1=CC=C2C(=C(CSC2=C1)C1=C(C=C(C=C1)C)F)C1=CC=C(C=C1)O[C@@H]1CN(CC1)CCCF